3-(1-(1-((5-Fluorobenzofuran-2-yl)methyl)-1H-indole-7-carboxamido)cyclopropyl)bicyclo[1.1.1]pentane-1-carboxylic Acid FC=1C=CC2=C(C=C(O2)CN2C=CC3=CC=CC(=C23)C(=O)NC2(CC2)C23CC(C2)(C3)C(=O)O)C1